ClC1=C(C=C2C=CNC2=C1)F 6-chloro-5-fluoro-1H-indole